(1-(2-hydroxyethyl)-1H-tetrazole-5-yl)sulfur OCCN1N=NN=C1[S]